COC(C(=O)NC1=CC=C(C=C1)I)=O.C(C)C1=C(C2=CC=CC=C2C(=C1)OC(=O)OCCCCC)OC(=O)OCCCCC 2-ethyl-1,4-bis(n-pentyloxycarbonyloxy)naphthalene methyl-2-((4-iodophenyl)amino)-2-oxoacetate